N-(1-methyl-3-(pyridin-2-yl)-1H-pyrazol-4-yl)-5'-((tetrahydro-2H-pyran-4-yl)oxy)-[2,3'-bipyridine]-6-carboxamide CN1N=C(C(=C1)NC(=O)C1=CC=CC(=N1)C=1C=NC=C(C1)OC1CCOCC1)C1=NC=CC=C1